O1C(=CC=2C1=NC=CC2)C(=O)NCCC2[C@@H]1CN(C[C@H]21)C(=O)OC(C)(C)C (1R,5S,6s)-tert-butyl 6-(2-(furo[2,3-b]pyridine-2-carboxamido)ethyl)-3-azabicyclo[3.1.0]hexane-3-carboxylate